NC1=C2CCCC2=CC=C1C1=CC(=NC=C1)OC1CC(CC1)CN1N=C(C=C1)S(=O)(=O)N ((3-((4-(4-amino-2,3-dihydro-1H-inden-5-yl)pyridin-2-yl)oxy)cyclopentyl)-methyl)-1H-pyrazole-3-sulfonamide